tert-butyl 7-methyl-5-oxo-2-azaspiro[3.4]octane-2-carboxylate CC1CC(C2(CN(C2)C(=O)OC(C)(C)C)C1)=O